2-(4-Fluorophenyl)-2-(1-(4,5,6,7-tetrahydro-[1,2,3]triazolo[1,5-a]pyrazin-5-carbonyl)piperidin-4-yliden)acetonitril FC1=CC=C(C=C1)C(C#N)=C1CCN(CC1)C(=O)N1CC=2N(CC1)N=NC2